COC(C(CC)(NC(CC(=O)OC)=O)CC)=O 2-ethyl-2-(3-methoxy-3-oxopropionamido)butyric acid methyl ester